O1C(=NN=C1)C=1C(=C2C(=NC1)NC=C2)N[C@H]2CN(CCC2)C(CC#N)=O (R)-3-(3-((5-(1,3,4-oxadiazol-2-yl)-1H-pyrrolo[2,3-b]pyridin-4-yl)amino)piperidin-1-yl)-3-oxopropanenitrile